3-(4-methoxy-1-oxo-3,5,6,7-tetrahydropyrrolo[3,4-f]isoindol-2(1H)-yl)piperidine-2,6-dione COC1=C2C(=CC=3CNCC13)C(N(C2)C2C(NC(CC2)=O)=O)=O